Cl.FC(C1=C(C=NN1C1CN(CCC1)C1=C(C=CC(=C1)C(F)(F)F)C1=CC=C(C=C1)N1CCN(CC1)CC)C(=O)O)F 5-(difluoromethyl)-1-{1-[4'-(4-ethylpiperazin-1-yl)-4-(trifluoromethyl)[biphenyl]-2-yl]piperidin-3-yl}-1H-pyrazole-4-carboxylic acid hydrochloride